6-(2-(pyridin-2-yl)ethoxy)benzo[b]thiophene-2-carboxylic acid ethyl ester C(C)OC(=O)C1=CC2=C(S1)C=C(C=C2)OCCC2=NC=CC=C2